O.C(C)(=O)[O-].[Cu+2].C(C)(=O)[O-] copper(II) acetate hydrate